[Pb].[Cu].[Ag].[Sn] tin-silver-copper lead